[Br-].CC1=CC=C(SCCC[N+](C)(C)C)C=C1 3-(4-methyl-thiophenoxy)propyltrimethylammonium bromide